C1(CC1)OC1=NN(C=C1NC=1N=CC2=C(N1)N(C(=C2)C#N)[C@H](COC)C)C2CCC(CC2)(C)O cis-2-((3-cyclopropoxy-1-(4-hydroxy-4-methylcyclohexyl)-1H-pyrazol-4-yl)amino)-7-((S)-1-methoxypropan-2-yl)-7H-pyrrolo[2,3-d]pyrimidine-6-carbonitrile